ClC1=CC2=C(N(C(N=C2N2[C@H](CN([C@@H](C2)C)C(C=C)=O)C)=O)C=2C(=NC=CC2C(C)C)C(C)C)N=C1C1=C(C=CC=C1)F 6-Chloro-1-(2,4-diisopropyl-3-pyridyl)-4-[(2S,5R)-2,5-dimethyl-4-prop-2-enoyl-piperazin-1-yl]-7-(2-fluorophenyl)pyrido[2,3-d]pyrimidin-2-one